C(=O)C=1C(=NC(=CC1C(=O)N1CCCCC1)N1[C@@H](CCC1)C)CN(C(OC(C)(C)C)=O)C tert-butyl ({3-formyl-6-[(2R)-2-methylpyrrolidin-1-yl]-4-(piperidine-1-carbonyl)pyridin-2-yl}methyl)methylcarbamate